(1R,2S,5R)-2-isopropyl-5-methylcyclohexyl 2-ethylbutanoate C(C)C(C(=O)O[C@H]1[C@@H](CC[C@H](C1)C)C(C)C)CC